(E)-4-(2-bromo-4-fluorophenyl)-4-oxobut-2-enoic acid BrC1=C(C=CC(=C1)F)C(/C=C/C(=O)O)=O